1,3-bis[2,6-bis(propan-2-yl)phenyl]imidazol-1-ylium chloride [Cl-].CC(C)C1=C(C(=CC=C1)C(C)C)[NH+]1CN(C=C1)C1=C(C=CC=C1C(C)C)C(C)C